1-[(2S)-2-[2-fluoro-5-(3-{[2-(trimethylsilyl)ethoxy]methyl}-3H-imidazo[4,5-b]pyridin-5-yl)phenoxy]propyl]-1H-tetrazole FC1=C(O[C@H](CN2N=NN=C2)C)C=C(C=C1)C1=CC=C2C(=N1)N(C=N2)COCC[Si](C)(C)C